Br.CC1=C(N=C(S1)N)C1=C(NC2=CC=CC=C12)C 5-methyl-4-(2-methyl-1H-indol-3-yl)thiazol-2-amine hydrobromide